CN1N=CC(=C1)C=1N=C(C=2N(C1)N=CC2)C=2C=C(N)C=CC2 3-[6-(1-methylpyrazol-4-yl)pyrazolo[1,5-a]pyrazin-4-yl]aniline